FC1CN(CC12COC2)C2=CC=NC=C2 8-fluoro-4-(2-oxa-6-azaspiro[3.4]octan-6-yl)pyridine